N-[(1S,3S)-3-{[6-fluoro-2-(trifluoromethyl)quinolin-4-yl]amino}cyclohexyl]-4-methoxybenzamide FC=1C=C2C(=CC(=NC2=CC1)C(F)(F)F)N[C@@H]1C[C@H](CCC1)NC(C1=CC=C(C=C1)OC)=O